1-chloro-3-(2,6-dichloro-4-(2-(4-(2-hydroxy-3-isopropoxypropoxy)phenyl)propan-2-yl)phenoxy)propan-2-ol ClCC(COC1=C(C=C(C=C1Cl)C(C)(C)C1=CC=C(C=C1)OCC(COC(C)C)O)Cl)O